CSC1=NN(N=C1)CCC[Si](OCC)(OCC)OCC 4-methylsulfanyl-2-[3-(triethoxysilyl)propyl]-1,2,3-triazole